FC([C@@H]1COCC(N1C=1N=C2N(CCOC3=C2C=CC(=C3F)N[C@H](C(=O)N)C)C1)=O)F (S)-2-((2-((S)-3-(difluoromethyl)-5-oxo-morpholino)-8-fluoro-5,6-dihydrobenzo[f]imidazo[1,2-d][1,4]oxazepin-9-yl)amino)propanamide